4-methylisoquinolin-1(2H)-one CC1=CNC(C2=CC=CC=C12)=O